BrC1=C2C=NN(C2=CC(=C1N)C#C[Si](C(C)C)(C(C)C)C(C)C)C1OCCCC1 4-bromo-1-(tetrahydro-2H-pyran-2-yl)-6-((triisopropylsilyl)ethynyl)-1H-indazol-5-amine